1-aminoethyl-3-methyl-imidazole NC(C)C1=NC=CN1C